BrC=1C=NC(=NC1)N1CCN(CC1)C(=O)[O-] 4-(5-Bromopyrimidin-2-yl)piperazine-1-carboxylate